C(C)(C)C1C=C(CC1)CCC1OCCO1 2-(2-(3-isopropylcyclopent-1-en-1-yl)ethyl)-1,3-dioxolan